(R)-2-phenylpropionic acid chloromethyl ester ClCOC([C@H](C)C1=CC=CC=C1)=O